NB1OBOBO1 amino-boroxine